propynyl-(propyne) C(#CC)C#CC